2-(2-((7-bromo-3-(trifluoromethyl)benzofuran-5-yl)methoxy)-5-fluorophenyl)acetic acid BrC1=CC(=CC=2C(=COC21)C(F)(F)F)COC2=C(C=C(C=C2)F)CC(=O)O